oxetanyl nitrate [N+](=O)(OC1OCC1)[O-]